8-chloro-2-(2,6-difluorophenyl)-N-(1-methyl-1H-pyrazol-3-yl)pyrazolo[1,5-a][1,3,5]triazin-4-amine ClC=1C=NN2C1N=C(N=C2NC2=NN(C=C2)C)C2=C(C=CC=C2F)F